2-((4-oxochroman-3-yl)methoxyl)isoindoline O=C1C(COC2=CC=CC=C12)CON1CC2=CC=CC=C2C1